C1(=CC=CC=C1)C1=NC2=CC=C(C=C2C=C1)C1(COC1)O 3-(2-phenylquinolin-6-yl)oxetan-3-ol